(S)-3-(3-chloro-4-fluorophenyl)-1-(3-hydroxy-2-(hydroxymethyl)propyl)-1-(1-(1-oxo-1,2-dihydroisoquinolin-4-yl)ethyl)urea ClC=1C=C(C=CC1F)NC(N([C@@H](C)C1=CNC(C2=CC=CC=C12)=O)CC(CO)CO)=O